COC1=NC=C(C(=N1)OC)C=1C=C(C=2N(N1)C=CN2)[C@@H]2[C@H](C2)C=2C=CC=C1C=CN=CC21 8-[(1S,2S)-2-[6-(2,4-dimethoxypyrimidin-5-yl)imidazo[1,2-b]pyridazin-8-yl]cyclopropyl]isoquinoline